N-(2,1,3-benzothiadiazol-4-yl)-4,6-difluoro-1H-indole-3-sulfonamide N=1SN=C2C1C=CC=C2NS(=O)(=O)C2=CNC1=CC(=CC(=C21)F)F